NC1=CC=C(C=N1)CNC(=O)C1=CC=C(C=C1)C1=CC=C(C=C1)N(C(CC)=O)C N-((6-aminopyridin-3-yl)methyl)-4'-(N-methylpropionamido)-[1,1'-biphenyl]-4-carboxamide